chloro-4-[3-[(8-chloro-7-fluoro-[1,2,4]triazolo[4,3-a]quinazolin-5-yl)-methyl-amino]phenyl]benzonitrile ClC1=C(C#N)C=CC(=C1)C1=CC(=CC=C1)N(C)C1=NC=2N(C3=CC(=C(C=C13)F)Cl)C=NN2